CC(C)C1=CC=C(C=C1)C(C=1SC=CC1)NC(=O)C1C(CCC1)C(=O)O 2-({[4-(propan-2-yl)phenyl](thiophen-2-yl)methyl}carbamoyl)cyclopentane-1-carboxylic acid